N[C@H](CC1=C(C=2N=C(N=C(C2S1)NCC1=NNN=C1)Cl)C)C 6-[(2S)-2-aminopropyl]-2-chloro-7-methyl-N-[(2H-1,2,3-triazol-4-yl)methyl]thieno[3,2-d]pyrimidin-4-amine